Trans-(2r,6r)-N-(3-azabicyclo[3.1.0]hexane-6-yl)-4-(7-cyanopyrazolo[1,5-a]pyridin-4-yl)-6-methyl-morpholine-2-carboxamide C12CNCC2C1NC(=O)[C@H]1CN(C[C@H](O1)C)C=1C=2N(C(=CC1)C#N)N=CC2